OC1C(OC(C1O)CO)N1C(N=C(C=C1)NC(=O)C1N(CCC1)C(CN)=O)=O N-(1-(3,4-dihydroxy-5-(hydroxymethyl)tetrahydrofuran-2-yl)-2-oxo-1,2-dihydropyrimidin-4-yl)-1-glycylpyrrolidine-2-carboxamide